C(C1=CC=CC=C1)OC1=CC=C(C=C1)C1=CC2=C(N=CN=C2N2CCC3(COC3)CC2)N1 7-(6-(4-(benzyloxy)phenyl)-7H-pyrrolo[2,3-d]pyrimidin-4-yl)-2-oxa-7-azaspiro[3.5]nonane